N4-(4-methoxy-3-(methylsulfonyl)pyridin-2-yl)pyrimidine-4,6-diamine COC1=C(C(=NC=C1)NC1=NC=NC(=C1)N)S(=O)(=O)C